C(#C)C=1C=C(C=CC1)NC1=NC2=CC=CC=C2N=C1NC1=CC(=CC=C1)C#C 2-N,3-N-bis(3-ethynylphenyl)quinoxaline-2,3-diamine